4-fluoro-N-(5-(1-(piperidin-4-yl)-1H-pyrazol-4-yl)-1H-pyrazolo[3,4-b]pyridin-3-yl)benzamide {2-[(tert-butoxycarbonyl)(4-methoxybenzyl)amino]pyridin-4-yl}acetate C(C)(C)(C)OC(=O)N(C1=NC=CC(=C1)CC(=O)O)CC1=CC=C(C=C1)OC.FC1=CC=C(C(=O)NC2=NNC3=NC=C(C=C32)C=3C=NN(C3)C3CCNCC3)C=C1